C1(=CC=C(C=C1)/C=C/C(=O)N[C@H](C)C(=O)O)C (E)-(3-(p-tolyl)acryloyl)-D-alanine